CC(CO)CCCCCCO 2-methyloctan-1,8-diol